BrC(C(=O)O)F.C1(=CC=CC=C1)[C@H](C)N (S)-1-phenylethylamine 2-bromo-2-fluoroacetate